benzyl (1R,5S,6R)-6-(((4-(tert-butoxycarbonyl)piperazin-1-yl)sulfonyl)methyl)-3-azabicyclo[3.1.0]hexan-3-carboxylate C(C)(C)(C)OC(=O)N1CCN(CC1)S(=O)(=O)CC1[C@H]2CN(C[C@@H]12)C(=O)OCC1=CC=CC=C1